glycidyl silicate [Si](OCC1CO1)([O-])([O-])[O-]